N-{(6R,7aR)-7,7-difluoro-2-[6-methyl-4-(2,4,6-trifluorophenyl)[1,2]oxazolo[4,5-c]pyridin-3-yl]-3-oxohexahydro-1H-pyrrolo[1,2-c]imidazol-6-yl}methanesulfonamide FC1([C@@H](CN2C(N(C[C@@H]21)C2=NOC1=C2C(=NC(=C1)C)C1=C(C=C(C=C1F)F)F)=O)NS(=O)(=O)C)F